NCC1=C(N)C(=CC(=C1)Br)F 2-(aminomethyl)-4-bromo-6-fluoro-aniline